C(C)N(CCN(CCOC(OC(CCCC(=O)OCCCCCC)CCCC(=O)OCCCCCC)=O)CCOC(OC(CCCC(=O)OCCCCCC)CCCC(OCCCCCC)=O)=O)CC Dihexyl 11-(2-(diethylamino)ethyl)-5,17-bis(4-(hexyloxy)-4-oxobutyl)-7,15-dioxo-6,8,14,16-tetraoxa-11-azahenicosanedioate